FC(OC1=CC(=NC=C1)C=1N=C(C2=C(N1)CCC2)N(CC(=O)NC=2C=NC(=CC2)F)C)F 2-({2-[4-(difluoromethoxy)pyridin-2-yl]-5H,6H,7H-cyclopenta[d]pyrimidin-4-yl}(methyl)amino)-N-(6-fluoropyridin-3-yl)acetamide